C[Si](C#C)(C#C)C#C methyltriethynylsilane